C(C)(=O)N(C1=C(C=C(C=C1)C1=CC=C(C=N1)C(=O)NCC=1C(=NC=CC1)C)C)CC(C)C 6-[4-[acetyl-(isobutyl)amino]-3-methyl-phenyl]-N-[(2-methyl-3-pyridyl)methyl]pyridine-3-carboxamide